FC(C=1C=C(C=C(C1)C(F)(F)F)[C@H]1N2CN(O[C@H]1C=CC2)C(CC2=CC=CC=C2)=O)(F)F |o1:12,17| ((1R*,5S*,9R*)-9-(3,5-bis(trifluoromethyl)phenyl)-4-oxa-1,3-diazabicyclo[3.3.1]non-6-en-3-yl)-2-phenylethan-1-one